ClC1=NN2C(N=CC(=C2C(C)OC)N(C(=O)N)C2(CN=CC(=C2)C(F)(F)F)OCC=O)=C1 (2-chloro-7-(1-methoxyethyl)pyrazolo[1,5-a]pyrimidin-6-yl)-3-(2-oxoethoxy)-5-trifluoromethylpyridin-3-ylurea